OC1CC([C@H](CC=CCCCC(=O)O)[C@H]1C=CC(CCCCC)O)=O 11,15-dihydroxy-9-oxo-prosta-5,13-dien-1-oic acid